FC1=C(C=CC=2OCOC21)C=2C=C1C(=NC2)N(N=C1NC(C(C)(C)C)=O)CC(C)C N-(5-(4-fluorobenzo[d][1,3]dioxol-5-yl)-1-isobutyl-1H-pyrazolo[3,4-b]pyridin-3-yl)pivalamide